methyl 3-phenyl-3-(piperidin-2-yl)propanoate hydrochloride Cl.C1(=CC=CC=C1)C(CC(=O)OC)C1NCCCC1